4-(2,5-dichloropyrimidin-4-yl)piperazine-1-carboxylic acid tert-butyl ester C(C)(C)(C)OC(=O)N1CCN(CC1)C1=NC(=NC=C1Cl)Cl